(±)-N-(3,4-dichlorophenyl)-6,7,8,9-tetrahydro-5H-5,8-epiminocyclohepta[c]pyridine-10-carboxamide ClC=1C=C(C=CC1Cl)NC(=O)N1C2CCC1CC=1C=NC=CC12